COC(C[C@H](N)C(=O)O)=O L-aspartic acid-4-methyl ester